difluoromethylene phosphonate P1(OC(F)(F)O1)=O